(5-fluoroisoindolin-2-yl)-N-(3-hydroxyphenyl)-7-(1H-pyrazol-4-yl)pyrazolo[1,5-a]pyrimidine-2-carboxamide FC=1C=C2CN(CC2=CC1)C=1C(=NN2C1N=CC=C2C=2C=NNC2)C(=O)NC2=CC(=CC=C2)O